NCCNCCC[Si](O)(O)C N-(2-aminoethyl)-3-aminopropyl-methyl-silanediol